1,4-dimethyl-6-oxopyridin CN1C=CC(=CC1=O)C